FC(C=1C=C(C(=NC1)N)N)(F)F 5-trifluoromethylpyridinediamine